ClC1=CN=C2N1N=C(C=C2)C(C)N2C[C@@H](N(C[C@H]2CC)C=2C=1C(N(C(C2)=O)C)=CN(N1)CC#N)CC 2-(7-((2S,5R)-4-(1-(3-chloroimidazo[1,2-b]pyridazin-6-yl)ethyl)-2,5-diethylpiperazin-1-yl)-4-methyl-5-oxo-4,5-dihydro-2H-pyrazolo[4,3-b]pyridin-2-yl)acetonitrile